(2S,11aR)-6-(((R)-1,1-Difluoropropan-2-yl)oxy)-2-hydroxy-8-methyl-2,3,11,11a-tetrahydro-1H,5H-benzo[f]pyrrolo[2,1-c][1,4]oxazepin-5-one FC([C@@H](C)OC1=CC(=CC2=C1C(N1[C@@H](CO2)C[C@@H](C1)O)=O)C)F